ethyl mercaptan C(C)S